BrC=1C(=C(C=C(C1)C)N=C(C1=CC=CC=C1)C1=CC=CC=C1)C1OCCO1 N-(3-bromo-2-(1,3-dioxolan-2-yl)-5-methylphenyl)-1,1-diphenylmethanimine